FC1=C(C(C1(F)F)(F)F)C(C(F)(F)F)(C(C(F)(F)F)(F)F)F 1,3,3,4,4-pentafluoro-2-(perfluorobut-2-yl)cyclobut-1-ene